(E)-3-(2-oxodihydrofuran-3(2H)-ylidene)pyrrolidine-1-carboxylic acid tert-butyl ester C(C)(C)(C)OC(=O)N1C/C(/CC1)=C\1/C(OCC1)=O